N-{3-fluoro-4-[(7-{3-[3-(hydroxymethyl)azetidin-1-yl]propoxy}-6-methoxyquinolin-4-yl)oxy]phenyl}-5-(4-fluorophenyl)-6-oxo-2,3,5,6-tetrahydrofuro[3,2-c]pyridine-7-carboxamide FC=1C=C(C=CC1OC1=CC=NC2=CC(=C(C=C12)OC)OCCCN1CC(C1)CO)NC(=O)C1=C2C(=CN(C1=O)C1=CC=C(C=C1)F)CCO2